C(C)(C)(C)OC(=O)N1CCC(CC1)OC1=NC=CC=C1.NC1=NC(=C2N=C(NC2=N1)C1=C(C=CC=C1)OC)C=1C(=C(C=CC1)N1C(C2=C(C=C(C=C2C=C1)C1CC1)F)=O)CO 2-{3-[2-amino-8-(2-methoxyphenyl)-9H-purin-6-yl]-2-(hydroxymethyl)phenyl}-6-cyclopropyl-8-fluoroisoquinolin-1(2H)-one tert-butyl-4-(pyridine-2-oxy)piperidine-1-carboxylate